7-chloro-3,10-diazapentacyclo[10.7.1.02,10.04,9.016,20]icosa-1(19),2,4(9),5,7,12,14,16(20),17-nonaen-11-on ClC=1C=CC=2N=C3C4=CC=CC=5C=CC=C(C(N3C2C1)=O)C45